C(CCCCCCC)C(CN1C(C2=C(N(C(C2=C1)=O)CC(CCCCCCCCCC)CCCCCCCC)C=1SC=CC1)=O)CCCCCCCCCC 2,5-bis(2-octyldodecyl)-6-(thien-2-yl)pyrrolo[3,4-c]pyrrole-1,4-dione